3-(4-(5-(difluoromethyl)-1,3,4-oxadiazole-2-yl)-2-fluorobenzyl)-1-(1-(oxetan-3-yl)piperidine-4-yl)-5-(trifluoromethyl)-1,3-dihydro-2H-benzo[d]imidazole-2-one FC(C1=NN=C(O1)C1=CC(=C(CN2C(N(C3=C2C=C(C=C3)C(F)(F)F)C3CCN(CC3)C3COC3)=O)C=C1)F)F